4-(6-(Difluoromethyl)-5-(methylsulfonamido)pyridin-2-yl)-1-methyl-1H-1,2,3-triazole-5-carboxylic acid FC(C1=C(C=CC(=N1)C=1N=NN(C1C(=O)O)C)NS(=O)(=O)C)F